CN1N=CC(=C1)C=1N=C(C=2N(C1)N=CC2)O[C@@H]2CCN(CCC2)C(=O)OC(C)(C)C (S)-tert-butyl 4-[6-(1-methylpyrazol-4-yl)pyrazolo[1,5-a]pyrazin-4-yl]oxyazepane-1-carboxylate